[7-[4-(1,3,4-oxadiazol-2-yl)phenyl]pyrazolo[1,5-a]pyridin-3-yl]-(1-piperidyl)methanone O1C(=NN=C1)C1=CC=C(C=C1)C1=CC=CC=2N1N=CC2C(=O)N2CCCCC2